N-propyl-4-aminobenzo[B]thiophene C(CC)NC1=CC=CC=2SC=CC21